(4aR,8aS)-4a-(2-thiophenyl)hexahydro-2H-benzo[b][1,4]oxazin-3(4H)-one S1C(=CC=C1)[C@@]12[C@@H](OCC(N1)=O)CCCC2